C(C)(C)(C)C=1C=C(CN(C(CN(S(=O)(=O)C2=C(C(=C(C(=C2F)F)F)F)F)CC2=NC=CC=C2F)=O)C2=C(C=C(C(=O)O)C=C2)OC)C=C(C1)C1CC1 4-(N-(3-(tert-butyl)-5-cyclopropylbenzyl)-2-(N-((3-fluoropyridin-2-yl)methyl)-(2,3,4,5,6-pentafluoro-phenyl)sulfonamido)acetamido)-3-methoxybenzoic acid